CC1(C(C(=CC2(CN(C2)C(=O)C2(CCC2)C(F)(F)F)C1)C#N)=O)C 8,8-dimethyl-7-oxo-2-[1-(trifluoromethyl)cyclobutane-1-carbonyl]-2-azaspiro[3.5]non-5-ene-6-carbonitrile